[N+](#[C-])C1=CC(=CC(=C1)C)C isocyano-3,5-xylene